4-(3-(2-methoxyethyl)-2-(1-methyl-1H-pyrazol-4-yl)-5-(2-(1-(m-tolyl)ethylidene)hydrazinyl)-3H-imidazo[4,5-b]pyridin-7-yl)morpholine COCCN1C(=NC=2C1=NC(=CC2N2CCOCC2)NN=C(C)C=2C=C(C=CC2)C)C=2C=NN(C2)C